OC1=C(C(OC1)=O)C(COCCCCCCC\C=C/CCCCNC(C(=O)NC)=O)=O N'-[(5Z)-13-[2-{4-hydroxy-2-oxo-2,5-dihydrofuran-3-yl}-2-oxoethoxy]tridec-5-en-1-yl]-N-methylethanediamide